ONC(CC1=CC=C(C(=O)N)C=C1)=O 4-(2-(hydroxyamino)-2-oxoethyl)benzamide